16,16-dioctyloxy-5,9-hexadecadiene C(CCCCCCC)OC(CCCCCC=CCCC=CCCCC)OCCCCCCCC